(E,2R,3S)-2-(methylamino)-5-(4-pentylphenyl)pent-4-ene-1,3-diol CN[C@H](CO)[C@H](\C=C\C1=CC=C(C=C1)CCCCC)O